ethyl 2-(5-bromo-3-fluoro-4-methyl-2-oxopyridin-1(2H)-yl)-4-methylpentanoate BrC=1C(=C(C(N(C1)C(C(=O)OCC)CC(C)C)=O)F)C